2-chloro-5,5-bis(fluoromethyl)cyclohex-1-enecarbaldehyde ClC1=C(CC(CC1)(CF)CF)C=O